ethyl 8-(4-fluorophenyl)-2-methyl-2H,8H-pyrazolo[3,4-b]indole-5-carboxylate FC1=CC=C(C=C1)N1C=2C(C3=CC(=CC=C13)C(=O)OCC)=CN(N2)C